((1R,4R)-4-cyclopropyloxycyclohexyl)isoindoline-1,3-dione C1(CC1)OC1CCC(CC1)N1C(C2=CC=CC=C2C1=O)=O